4-(1-(isoquinolin-5-ylmethyl)piperidin-4-yl)-1,6-dimethyl-1,4-dihydropyrido[2,3-b]pyrazin-2,3-Dion C1=NC=CC2=C(C=CC=C12)CN1CCC(CC1)N1C2=C(N(C(C1=O)=O)C)C=CC(=N2)C